FC(C1=CC=C(C=N1)NC(C1=NC(=CC(=C1)C)C1=CN=CS1)=O)F N-(6-(difluoromethyl)pyridin-3-yl)-4-methyl-6-(thiazol-5-yl)picolinamide